amino-altruronic acid NC(=O)[C@@H](O)[C@H](O)[C@H](O)[C@H](O)C(=O)O